NC1=C(N=CN1)CC1=C(C=CC=C1)F 5-amino-4-(2-fluorobenzyl)-1H-imidazole